3-bromo-5-(5-morpholino-1,3,4-oxadiazol-2-yl)pyridin-2-amine BrC=1C(=NC=C(C1)C=1OC(=NN1)N1CCOCC1)N